6-(hydroxymethyl)-1,3-dihydropyrimidine-2,4-dione OCC1=CC(NC(N1)=O)=O